5-(3-((tertbutyldimethylsilyl)oxy)pyrrolidin-1-yl)-2-morpholinothiazolo[4,5-b]pyridin-6-amine C(C)(C)(C)[Si](OC1CN(CC1)C1=C(C=C2C(=N1)N=C(S2)N2CCOCC2)N)(C)C